5-chloro-3-(3-tert-butylbenzoylamino)benzofuran-2-carboxylic acid ClC=1C=CC2=C(C(=C(O2)C(=O)O)NC(C2=CC(=CC=C2)C(C)(C)C)=O)C1